C1=NC=CC=2C3(CC=CC12)N=C1N(C=CC=C1)C3 6'h-spiro[imidazo[1,2-a]pyridine-2,5'-isoquinoline]